C[C@@H]1C[C@H]2[C@H]([C@@H]([C@]3([C@H]1[C@H](C[C@@H]3OC(=O)C)OC(=O)C)C)O)C(=C)C(=O)O2 The molecule is a sesquiterpene lactone that is decahydroazuleno[6,5-b]furan-2(3H)-one substituted by acetyloxy groups at positions 5 and 7, a hydroxy group at position 4, methyl groups at positions 4a and 8 and a methylidene group at position 3. It has been isolated from the aerial parts of Inula hupehensis. It has a role as a metabolite, an anti-inflammatory agent and a plant metabolite. It is a gamma-lactone, an organic heterotricyclic compound, a sesquiterpene lactone, an acetate ester and a secondary alcohol.